C(C=CC)OC1=CC=C(C=C1)C=1N=C(C2=C(N1)N(C=C2)C2=CC=CC=C2)Cl (4-(But-2-en-1-yloxy)phenyl)-4-chloro-7-phenyl-7H-pyrrolo[2,3-d]pyrimidine